3-{4-[(1S,4S,5R)-5-{[4-Cyclopropyl-1-(2,6-dichlorophenyl)-1H-pyrazol-5-yl]methoxy}-2-azabicyclo[2.2.1]heptan-2-yl]-3-fluorophenyl}cyclobutan C1(CC1)C=1C=NN(C1CO[C@H]1[C@@H]2CN([C@H](C1)C2)C2=C(C=C(C=C2)C2CCC2)F)C2=C(C=CC=C2Cl)Cl